3-(3-chloro-1H-pyrazolo[3,4-b]pyridin-4-yl)-1',1'-difluoro-2-(5-fluoro-2-pyridinyl)spiro[4,6-dihydropyrrolo[1,2-b]pyrazole-5,2'-cyclopropane] ClC1=NNC2=NC=CC(=C21)C2=C1N(N=C2C2=NC=C(C=C2)F)CC2(C(C2)(F)F)C1